N-(4-((2R,5S)-5-amino-2-methylpiperidin-1-yl)-5-(1-(difluoromethyl)-1H-pyrazol-4-yl)pyridin-2-yl)-2-(2-fluoro-6-methoxyphenyl)pyrimidin-4-amine N[C@H]1CC[C@H](N(C1)C1=CC(=NC=C1C=1C=NN(C1)C(F)F)NC1=NC(=NC=C1)C1=C(C=CC=C1OC)F)C